BrC1=CNC2=NC=C(C=C21)Cl 3-bromo-5-chloro-1H-pyrrolo[2,3-b]pyridine